N-(tert-butyl)-1-(3,5-dichlorophenyl)-8-(4-isocyanatophenyl)-7-methoxy-N-methyl-1,4-dihydrochromeno[4,3-c]pyrazole-3-carboxamide C(C)(C)(C)N(C(=O)C=1C2=C(N(N1)C1=CC(=CC(=C1)Cl)Cl)C=1C=C(C(=CC1OC2)OC)C2=CC=C(C=C2)N=C=O)C